N-(5-Chloro-6-(5-cyano-1H-1,2,3-triazol-1-yl)pyridin-3-yl)-1-(chinolin-5-yl)-5-(trifluoromethyl)-1H-pyrazol-4-carboxamid ClC=1C=C(C=NC1N1N=NC=C1C#N)NC(=O)C=1C=NN(C1C(F)(F)F)C1=C2C=CC=NC2=CC=C1